trifluoromethylsulfonat FC(F)(F)S(=O)(=O)[O-]